2''-(3-phenoxypropyl)dispiro[[1,3]dioxolane-2,1'-cyclohexane-4',1''-isoindol]-3''(2''H)-one O(C1=CC=CC=C1)CCCN1C2(C3=CC=CC=C3C1=O)CCC1(CC2)OCCO1